2-(2,6-diisopropylphenyl)-N-((4-hydroxy-4-methyl-5,6,7,8-tetrahydro-4H-5,8-methanocyclohepta[b]furan-2-yl)sulfonyl)acetamide C(C)(C)C1=C(C(=CC=C1)C(C)C)CC(=O)NS(=O)(=O)C1=CC2=C(O1)C1CCC(C2(C)O)C1